2-(2-isopropyl-7-oxo-spiro[5H-thieno[2,3-c]pyridine-4,1'-cyclopropane]-6-yl)acetic acid C(C)(C)C1=CC2=C(C(N(CC23CC3)CC(=O)O)=O)S1